OC1=CC=C2C(=CNC2=C1)C(C=1C=C(C(=C(C1)O)O)O)C1=CNC2=CC(=CC=C12)O 5-(bis(6-hydroxy-1H-indol-3-yl)methyl)benzene-1,2,3-triol